6-benzyl-2,4-dichloro-5,7-dihydropyrrolo[3,4-b]pyridine-3-carbaldehyde C(C1=CC=CC=C1)N1CC2=NC(=C(C(=C2C1)Cl)C=O)Cl